N1(N=CN=C1)CCC1=C(C(=O)N)C=CC=C1 [2-(1H-1,2,4-triazol-1-yl)ethyl]benzamide